COC=1C=C(C=CC1)[C@@H](C)N (R)-1-(3-methoxyphenyl)ethan-1-amine